OC=1C=C2CC[C@@H]([C@@H](C2=CC1)C1=CC=C(C=C1)N1CCN(CC1)CC1=CC=C(C=N1)N1C(NC(CC1)=O)=O)C1=CC=CC=C1 1-(6-((4-(4-((1R,2S)-6-hydroxy-2-phenyl-1,2,3,4-tetrahydronaphthalen-1-yl)phenyl)piperazin-1-yl)methyl)pyridin-3-yl)dihydropyrimidine-2,4(1H,3H)-dione